2-(2,6-dioxopiperidin-3-yl)-5-((4-(6-(6-(2-(3-fluorophenyl)pyrrolidin-1-yl)imidazo[1,2-b]pyridazin-3-yl)pyridin-2-yl)piperazin-1-yl)methyl)isoindoline-1,3-dione O=C1NC(CCC1N1C(C2=CC=C(C=C2C1=O)CN1CCN(CC1)C1=NC(=CC=C1)C1=CN=C2N1N=C(C=C2)N2C(CCC2)C2=CC(=CC=C2)F)=O)=O